C(C(=C)C)(=O)OC1=CC(=NC2=CC(=CC=C12)OC)C1=CC=C(C=C1)NC(C)=O (2-(4-acetamidophenyl)-7-methoxyquinolin-4-yl) methacrylate